C(C1=CC=CC=C1)N1CCNCCNCC1 7-benzyl-1,4,7-triazonane